CN(CCN(C=1C(=CC(=C(C1)OC)NC1=NC=CC(=N1)C1=CN(C2=CC=CC=C12)C)N)C)C N1-(2-(dimethylamino)ethyl)-5-methoxy-N1-methyl-N4-(4-(1-methyl-1H-indol-3-yl)pyrimidin-2-yl)benzene-1,2,4-triamine